The molecule is a dipeptide that is Glu-Glu in which one of the amino terminal hydrogens is replaced by a beta-citryl group. It derives from a citric acid and a Glu-Glu. C(CC(=O)O)[C@@H](C(=O)N[C@@H](CCC(=O)O)C(=O)O)NC(=O)C(CC(=O)O)(CC(=O)O)O